1-((9H-fluoren-9-yl)methyl) 2-(2,5-dioxopyrrolidin-1-yl) hydrazine-1,2-dicarboxylate N(NC(=O)ON1C(CCC1=O)=O)C(=O)OCC1C2=CC=CC=C2C=2C=CC=CC12